3,4'-bipyridine N1=CC(=CC=C1)C1=CC=NC=C1